1,2-dimethyl-4-tertiary butyl-6-cyclopentyl-benzene CC1=C(C=C(C=C1C1CCCC1)C(C)(C)C)C